3-chloro-2-nitrobenzene ClC=1C(=CC=CC1)[N+](=O)[O-]